C(#N)C1=C(C=C(C=C1)[C@H]1[C@H](O)[C@@H](O)[C@H](O)[C@H](O1)CO)CC1=CC=C(C=C1)C1CC1 1-cyano-2-(4-cyclopropyl-benzyl)-4-(β-D-glucopyranosyl)-benzene